C(C)[SiH](C)CC bisethylmethylsilane